2-chloro-5-fluoro-4-(4-fluoro-2-methoxyphenyl)pyridine ClC1=NC=C(C(=C1)C1=C(C=C(C=C1)F)OC)F